(2-fluoro-3-{1-[4-(piperazin-1-ylmethyl)phenyl]-3-(pyridin-4-yl)pyrazol-4-yl}phenyl)propane-1-sulfonamide FC1=C(C=CC=C1C=1C(=NN(C1)C1=CC=C(C=C1)CN1CCNCC1)C1=CC=NC=C1)C(CC)S(=O)(=O)N